C1(=CC=CC=C1)S(=O)(=O)CC(=O)C1=CC=C(C=C1)OC 2-benzenesulfonyl-1-(4-methoxyphenyl)ethanone